OC1(CC1)CCC[C@@H](C)[C@H]1CC[C@@H]2[C@@]1(CCC1[C@]3(CC[C@@H]([C@@H]([C@@H]3CCC21)O)O)C)C (1R,3aS,5aR,6R,7S,9aR,11aR)-1-[(2R)-5-(hydroxycyclopropyl)pent-2-yl]-9a,11a-dimethylhexadeca-hydro-1H-cyclopenta[1,2-a]phenanthrene-6,7-diol